N-(6-(3-Hydroxybutoxy)pyridin-2-yl)-4-((2-hydroxyethyl)sulfonamido)-2-(6-azaspiro[2.5]octan-6-yl)benzamide OC(CCOC1=CC=CC(=N1)NC(C1=C(C=C(C=C1)NS(=O)(=O)CCO)N1CCC2(CC2)CC1)=O)C